5-{[(2-ethoxy-2-oxoethyl)(ethyl)amino]methyl}pyridine C(C)OC(CN(CC)CC=1C=CC=NC1)=O